4-m-chloroanilino-5-(5-phenyl-pyrrol-5-yl)pyrimidine ClC=1C=C(NC2=NC=NC=C2C2(C=CC=N2)C2=CC=CC=C2)C=CC1